6-(methylamino)-N-phenylimidazo[1,2-a]pyridine-3-Formamide CNC=1C=CC=2N(C1)C(=CN2)C(=O)NC2=CC=CC=C2